C1(CC1)CN(\N=C(\C(=O)OCC)/C)C1=CC=CC2=C1NC(CS2)=O ethyl (2E)-2-[cyclopropylmethyl-(3-oxo-4H-1,4-benzothiazin-5-yl)hydrazono]propanoate